1-{2-[(2S,3R)-2,3-dimethylmorpholin-4-yl]ethyl}-4-[3-(1-ethyl-3-methyl-1H-pyrazol-5-yl)-1H-1,2,4-triazol-5-yl]-1H-indazole-6-carboxamide C[C@H]1[C@H](N(CCO1)CCN1N=CC2=C(C=C(C=C12)C(=O)N)C1=NC(=NN1)C1=CC(=NN1CC)C)C